C(C1=CC=CC=C1)OC1=CC=C(C=C1)C=1OC2=C(C1)C(=C(C=C2)C(C=C(C2=CC=CC=C2)O)=O)OC 1-(2-(4-(benzyloxy)phenyl)-4-methoxybenzofuran-5-yl)-3-hydroxy-3-phenylpropan-2-en-1-one